tert-Butyl 2-(4-(3-amino-3-oxopropyl)phenoxy)-2-methylpropanoate NC(CCC1=CC=C(OC(C(=O)OC(C)(C)C)(C)C)C=C1)=O